[(3S)-3-piperidyl] 5-[[4-[[2-(6-methyl-2-pyridyl)pyrimidin-4-yl]amino]pyrimidin-2-yl]amino]pyridine-2-carboxylate CC1=CC=CC(=N1)C1=NC=CC(=N1)NC1=NC(=NC=C1)NC=1C=CC(=NC1)C(=O)O[C@@H]1CNCCC1